S1CN=CC1 5H-thiazole